ClC1=CC=C(NC2=C(C=NC3=CC(=C(C=C23)NC(\C=C\C=2OC=CC2)=O)OCC)C#N)C=C1 (E)-N-(4-(4-chloroanilino)-3-cyano-7-ethoxyquinolin-6-yl)-3-(furan-2-yl)acrylamide